7-n-butyl-1,5,7-triazabicyclo[4.4.0]-deca-5-ene C(CCC)N1C2=NCCCN2CCC1